C1(CC1)CN1CCN(CC1)C1=C(C=C(C=N1)C=1C=C(C(=C(C(=O)NCC=2C(NC(=CC2C)C)=O)C1)C)N(C(=O)C1CC1)CC)C 5-(6-(4-(cyclopropylmethyl)piperazin-1-yl)-5-methylpyridin-3-yl)-N-((4,6-dimethyl-2-oxo-1,2-dihydropyridin-3-yl)methyl)-3-(N-ethylcyclopropanecarboxamido)-2-methylbenzamide